O[C@]1(CN(CCC1)C[C@@H](C)[C@H]1CC[C@H]2\C(\CCC[C@]12C)=C\C=C1C[C@H](C[C@@H](C1)O)O)C (1R,3R)-5-(2-((1R,3aS,7aR,E)-1-((S)-1-((R)-3-hydroxy-3-methylpiperidin-1-yl)propan-2-yl)-7a-methyloctahydro-4H-inden-4-ylidene)ethylidene)cyclohexane-1,3-diol